C(C)(C)(C)OC(=O)C1NCCCC1 piperidine-2-carboxylic acid tert-butyl ester